Cl.C(CC)[C@H]1CN(CCC1)C1CCNCC1 |r| rac-3-Propyl-1,4'-bipiperidine hydrochloride